N-[4-(Chlorodifluoromethoxy)phenyl]-6-oxo-1-(pyrimidin-5-yl)-1,6-dihydropyridine-3-carboxamide ClC(OC1=CC=C(C=C1)NC(=O)C1=CN(C(C=C1)=O)C=1C=NC=NC1)(F)F